(S)-4-(4-(2-(aminooxy)-3-(tert-butoxy)-3-oxopropoxy)phenyl)-1-(3-((tert-butoxycarbonyl)amino)-propyl)-2-methyl-1H-pyrazol-2-ium iodide [I-].NO[C@@H](COC1=CC=C(C=C1)C=1C=[N+](N(C1)CCCNC(=O)OC(C)(C)C)C)C(=O)OC(C)(C)C